C1(CC1)C(=O)C=1N=C2N(N1)[C@@H](C[C@@H]2F)C2=CC(=CC(=C2)C(F)(F)F)F cyclopropyl-((5S,7S)-7-fluoro-5-(3-fluoro-5-(trifluoromethyl)phenyl)-6,7-dihydro-5H-pyrrolo[1,2-b][1,2,4]triazol-2-yl)methanone